C(=O)(O)C=1C=C(CN2C(NC(C3=CC=CC=C23)=O)=O)C=CC1 1-(3-carboxybenzyl)quinazoline-2,4(1H,3H)-dione